1-(tert-Butyl) 2-methyl (2S)-5-allylpyrrolidine-1,2-dicarboxylate C(C=C)C1CC[C@H](N1C(=O)OC(C)(C)C)C(=O)OC